Cl[Si](CCCNC(C=C)=O)(C)C N-(3-(chlorodimethylsilyl)propyl)acrylamide